CC1=NSC(N1C)=O 3,4-dimethyl-1,2,4-thiadiazol-5(4H)-one